C(C)(C)(C)OC(=O)C(C)(C)C1=CC(=CC=C1)C#N (2-(3-cyanophenyl)propane-2-yl)carboxylic acid tert-butyl ester